2-({7-amino-1-oxo-4-[3-(thiophen-2-yl)-1H-indazol-5-yl]-2,3-dihydro-1H-isoindol-2-yl}methyl)-N-methoxyprop-2-enamide NC=1C=CC(=C2CN(C(C12)=O)CC(C(=O)NOC)=C)C=1C=C2C(=NNC2=CC1)C=1SC=CC1